CC1(COC1)C1=C(C2=C(N(C(=N2)C)N)C=C1NC(=O)C1=C(C=CC=C1)C(F)(F)F)C(=O)N (3-methyloxetan-3-yl)methyl[amino]-6-({[2-(trifluoromethyl)phenyl]carbonyl}amino)-1H-benzimidazole-4-carboxamide